4,4',4''-tribromotriphenylamine C1=CC(=CC=C1N(C2=CC=C(C=C2)Br)C3=CC=C(C=C3)Br)Br